(2-(Benzyloxy)-4-(difluoromethyl)-6-hydroxyphenyl)(4-((tetrahydrofuran-3-yl)amino)-7,8-dihydropyrido[4,3-d]pyrimidin-6(5H)-yl)methanone C(C1=CC=CC=C1)OC1=C(C(=CC(=C1)C(F)F)O)C(=O)N1CC2=C(N=CN=C2NC2COCC2)CC1